ClC1=C(C=C(C(=N1)I)OC[C@@H](C(C)(C)C)N1C=C(C(C=C1)=O)C(=O)OC(C)(C)C)OCCCOC Tert-butyl (R)-1-(1-((6-chloro-2-iodo-5-(3-methoxypropoxy)pyridin-3-yl)oxy)-3,3-dimethylbutan-2-yl)-4-oxo-1,4-dihydropyridine-3-carboxylate